Alpha-methyl-cyclohexylalanine CC(NC1CCCCC1)(C)C(=O)O